3-Methoxy-1-[4-(trifluoromethyl)phenyl]-1H-indazole-5-sulfonamide COC1=NN(C2=CC=C(C=C12)S(=O)(=O)N)C1=CC=C(C=C1)C(F)(F)F